OC1CC(C(C1)NC1=C2C(=NC=C1C(=O)OC(C)C)NC=C2)C isopropyl 4-((4-hydroxy-2-methylcyclopentyl)amino)-1H-pyrrolo[2,3-b]pyridine-5-carboxylate